2,6-bis(benzyloxy)-3-(2-chloro-4-iodo-3-methoxyphenyl)pyridine C(C1=CC=CC=C1)OC1=NC(=CC=C1C1=C(C(=C(C=C1)I)OC)Cl)OCC1=CC=CC=C1